sodium 2,3-dimethylbutan-2-ol CC(C)(C(C)C)O.[Na]